C#CCCCCCCCC n-decyne